3-(3-(2,6-difluorophenyl)-4-oxo-3,4-dihydro-phthalazin-1-yl)-N-methylbenzenesulfonamide FC1=C(C(=CC=C1)F)N1N=C(C2=CC=CC=C2C1=O)C=1C=C(C=CC1)S(=O)(=O)NC